C1(CC1)C1=C(C(=NC=C1)C(CCOC)O)F 1-(4-cyclopropyl-3-fluoropyridin-2-yl)-3-methoxypropan-1-ol